CN1N=C2C=C(C=CC2=C1)OC1=C(C=C(C=C1)[N+](=O)[O-])C 2-methyl-6-(2-methyl-4-nitrophenoxy)-2H-indazole